C1(CCCCC1)N1CN(C(C2=CC=C(C=C12)C(F)(F)F)=O)C1=CNC(C=C1)=O 1-cyclohexyl-3-(6-oxo-1,6-dihydropyridin-3-yl)-7-(trifluoromethyl)-2,3-dihydroquinazolin-4(1H)-one